BrC1=CC(=C(C=C1F)NS(=O)(=O)C1=CN(C2=NC(=CC=C21)Cl)CC(F)F)F N-(4-bromo-2,5-difluorophenyl)-6-chloro-1-(2,2-difluoroethyl)pyrrolo[2,3-b]pyridine-3-sulfonamide